picolinaldehyde oxime N1=C(C=CC=C1)C=NO